C(C)(=O)OCNC([C@H](CCCCN=[N+]=[N-])NC(=O)OCC1C2=CC=CC=C2C=2C=CC=CC12)=O [(2S)-6-azido-2-({[(9H-fluoren-9-yl)methoxy]carbonyl}amino)hexanamido]methyl acetate